methyl 11-oxoundecanoate O=CCCCCCCCCCC(=O)OC